C(C)(=O)[O-].C(C)(=O)[O-].C(C(C)C)[Al+2] isobutylaluminum diacetate